tri-phenylphosphate C1(=CC=CC=C1)OP(=O)(OC1=CC=CC=C1)OC1=CC=CC=C1